C12C3C4C5C=CC(C4CC3C(C=C1)C2)C5 pentacyclo[9.2.1.14,7.02,10.03,8]pentadeca-5,12-diene